ClC1=C(C=C(C=C1)C=1CCC(N(N1)C1=NS(C2=C1C=CC=C2)(=O)=O)C)OC 3-[6-(4-chloro-3-methoxy-phenyl)-3-methyl-4,5-dihydro-3H-pyridazin-2-yl]-1,2-benzothiazole 1,1-dioxide